C[Si]1(O[Si](O[Si](O1)(C=C)C)(C=C)C)C=C 2,4,6-trimethyl-2,4,6-trivinyl-1,3,5,2,4,6-trioxatrisilinane